(S)-4-oxo-3-(2-oxo-2-((1-(4-(trifluoromethoxy)phenyl)ethyl)amino)ethyl)-3,4-dihydrobenzo[d][1,2,3]triazin-8-yl hydrogen sulfate S(=O)(=O)(OC1=CC=CC2=C1N=NN(C2=O)CC(N[C@@H](C)C2=CC=C(C=C2)OC(F)(F)F)=O)O